methyl (2S,4S)-4-(o-tolyl)pyrrolidine-2-carboxylate hydrochloride Cl.C1(=C(C=CC=C1)[C@@H]1C[C@H](NC1)C(=O)OC)C